trans-2-nonenecarboxylic acid C(\C=C\CCCCCC)C(=O)O